N-(4-(2-(4-((2-methoxyethoxy)methoxy)-3-(methylsulfonamido)phenyl)-1-oxo-1,2,3,4-tetrahydroisoquinolin-6-yl)phenyl)-2-methylpropane-2-sulfonamide COCCOCOC1=C(C=C(C=C1)N1C(C2=CC=C(C=C2CC1)C1=CC=C(C=C1)NS(=O)(=O)C(C)(C)C)=O)NS(=O)(=O)C